C(C=C)(=O)O.[Na] Sodium Acrylic acid